(S)-N-(6-(5-(cyanomethyl)-6,7-dihydro-5H-pyrrolo[2,1-c][1,2,4]triazol-3-yl)pyridin-2-yl)-3-methoxy-1-(pyrazin-2-yl)-1H-pyrazole-4-carboxamide C(#N)C[C@@H]1CCC2=NN=C(N21)C2=CC=CC(=N2)NC(=O)C=2C(=NN(C2)C2=NC=CN=C2)OC